FC=1C=C(C=CC1OC1=CC=NC2=CC(=CN=C12)OC)NC(=O)C1=C(N=CN(C1=O)C1=CC=C(C=C1)F)C N-[3-Fluoro-4-[(7-methoxy-1,5-naphthyridin-4-yl)oxy]phenyl]-1-(4-fluorophenyl)-4-methyl-6-oxopyrimidine-5-carboxamide